5-[[(3S)-1-[2-oxo-2-[(2S)-2-cyanopyrrolidin-1-yl]ethyl]pyrrolidin-3-yl]amino]quinoline-2-carbonitrile O=C(CN1C[C@H](CC1)NC1=C2C=CC(=NC2=CC=C1)C#N)N1[C@@H](CCC1)C#N